3-(sec-butyl)-N-(1-(methylamino)-1-oxoprop-2-yl)-2-oxo-1,2,3,5-tetrahydro-4H-benzo[1,4]diazepine-4-carboxamide C(C)(CC)C1C(NC2=C(CN1C(=O)NC(C(=O)NC)C)C=CC=C2)=O